O=C1NC(CC[C@H]1N1CC2=CC=C(C(=C2C1=O)F)CNC(OC1CC(C1)N1N=C(C=C1C)C(F)(F)F)=O)=O (1r,3r)-3-(5-methyl-3-(trifluoromethyl)-1H-pyrazol-1-yl)cyclobutyl ((2-(2,6-dioxopiperidin-3-yl)-4-fluoro-3-oxoisoindolin-5-yl)methyl)carbamate